C1CC1C(=O)N 3-cyclopropanecarboxamide